IC1=CC=C(CNCCC)C=C1 N-(4-iodobenzyl)propan-1-amine